methyl 8-cyano-2-(3-iodophenyl)-2-methyloctanoate C(#N)CCCCCCC(C(=O)OC)(C)C1=CC(=CC=C1)I